4,4'-dihydroxy diphenyl disulfide C1=CC(=CC=C1O)SSC2=CC=C(C=C2)O